4-chloro-N-(5-chloro-6-(4-hydroxyphenoxy)pyrimidin-4-yl)benzamide ClC1=CC=C(C(=O)NC2=NC=NC(=C2Cl)OC2=CC=C(C=C2)O)C=C1